[1-(1-benzofuran-5-yl)propan-2-yl](ethyl)amine O1C=CC2=C1C=CC(=C2)CC(C)NCC